(3,3-Difluorocyclobutyl)-2-((trimethylsilyl)oxy)acetonitrile FC1(CC(C1)C(C#N)O[Si](C)(C)C)F